S1C2=C(C(=C1)C[C@H](C(=O)OC)NC(=O)OC(C)(C)C)C=CC=C2 methyl (R)-3-(benzo[b]thiophen-3-yl)-2-((tert-butoxycarbonyl)amino)propanoate